Tert-butyl 4-(2-chloro-6-(5-((2,4-difluorophenyl)sulfonamido)-6-methoxypyridin-3-yl)quinazolin-4-yl)piperazine-1-carboxylate ClC1=NC2=CC=C(C=C2C(=N1)N1CCN(CC1)C(=O)OC(C)(C)C)C=1C=NC(=C(C1)NS(=O)(=O)C1=C(C=C(C=C1)F)F)OC